BrC1=CC=C(C=C1)C1C(C(CCC1)CO)C(=O)[O-] 2-(4-bromophenyl)-6-(hydroxymethyl)cyclohexane-1-carboxylate